C(C)(C)C=1C(=C(C=C(C1)C)C1=CC=CC=C1)OCOC isopropyl-2-(methoxymethoxy)-5-methyl-1,1'-biphenyl